5-(4-((7-ethyl-1,3-dimethyl-2-oxo-1,2-dihydroquinolin-5-yl)(methyl)amino)-2-fluorophenyl)-3-methylpicolinamide C(C)C1=CC(=C2C=C(C(N(C2=C1)C)=O)C)N(C1=CC(=C(C=C1)C=1C=C(C(=NC1)C(=O)N)C)F)C